C(C)(C)(C)NC1=CC=CC2=CC=CC=C12 N-(tertiary butyl)naphthalene-1-amine